ClC=1C(=NC(=CC1)OC)N1CN(C2=CC(=C(C=C2C1=O)F)N1N=C(N(C1=O)CC)CO)C(C)C 3-(3-Chloro-6-methoxypyridin-2-yl)-7-(4-ethyl-3-(hydroxymethyl)-5-oxo-4,5-dihydro-1H-1,2,4-triazol-1-yl)-6-fluoro-1-isopropyl-2,3-dihydroquinazolin-4(1H)-one